FC(C(=O)O)(F)F.C(CCCCCCC)C1=CC(=NC=C1)CC(C(=O)O)=C ((4-octylpyridin-2-yl)methyl)acrylic acid trifluoroacetic acid salt